(6aR,10aR)-6a,7,8,9,10,10a-hexahydro-6,6-dimethyl-9-methylene-3-pentyl-6H-dibenzo[b,d]pyran-1-ol CC1([C@H]2[C@H](C3=C(O1)C=C(C=C3O)CCCCC)CC(CC2)=C)C